CC[C@H]([C@@H](CCCCCCCCCC)O)O (3R,4R)-tetradecane-3,4-diol